COC1=NC(=CC=C1C1=CC=C(C(=N1)N1C(C[C@@H](C1)C)(C)C)C(=O)NS(=O)(=O)C=1C(NC=CC1)=O)OC 6-(2,6-Dimethoxy-3-pyridyl)-N-[(2-oxo-1H-pyridin-3-yl)sulfonyl]-2-[(4S)-2,2,4-trimethylpyrrolidin-1-yl]pyridin-3-carboxamid